N-[4-(1,3,4-oxadiazol-2-yl)phenyl]carbamic acid phenyl ester C1(=CC=CC=C1)OC(NC1=CC=C(C=C1)C=1OC=NN1)=O